IC=1C=C(C=CC1)C1=CC=CC=C1 3-iodo-1,1'-biphenyl